ClCCC=CC=CCCCC 1-chloro-3,5-decadiene